(trimethylsilyl-(methyl)-1H-1,2,3-triazol-4-yl)-4',5'-dihydrospiro[piperidine-4,7'-thieno[2,3-c]pyran] C[Si](C)(C)C1=C(N=NN1C)C1=CC2=C(C3(OCC2)CCNCC3)S1